CN1CCN(CC1)C(CC1=CC=C(C=C1)C1=C2C(=NC(=C1)NC(=O)C1CC1)NC=C2)=O N-(4-(4-(2-(4-methylpiperazin-1-yl)-2-oxoethyl)phenyl)-1H-pyrrolo[2,3-b]pyridin-6-yl)cyclopropylcarboxamide